S(=O)(=O)([O-])[O-].C(O)[P+](CO)(CO)CO.C(O)[P+](CO)(CO)CO tetra-methylol-phosphorus sulfate